N1=CC=CC=C1.[Li] lithium pyridine